(3-cyano-4-methyl-1H-indol-7-yl)-4-((hexahydropyrrolo[3,4-c]pyrrol-2(1H)-yl)sulfonyl)benzenesulfonamide C(#N)C1=CNC2=C(C=CC(=C12)C)C1=C(C=CC(=C1)S(=O)(=O)N1CC2CNCC2C1)S(=O)(=O)N